FC(C(C(F)(F)F)(O)C1=CC(=C(C=C1)C1=C(C=C(C=C1)CN1CC2(CS(C2)(=O)=O)C1)C(C)C)C)(F)F 6-((4'-(1,1,1,3,3,3-hexafluoro-2-hydroxypropan-2-yl)-2-isopropyl-2'-methyl-[1,1'-biphenyl]-4-yl)methyl)-2-thia-6-azaspiro[3.3]heptane 2,2-dioxide